(Z)-N'-hydroxy-3-((4-(trifluoromethyl)phenyl)amino)picolinimidamide O\N=C(\C1=NC=CC=C1NC1=CC=C(C=C1)C(F)(F)F)/N